2-(2-{cyclooctyl-[(2-ethylpyrazole-3-carbonyl)amino]methyl}-4-fluoro-1H-benzimidazol-5-yl)-2-(pyridin-3-yl)acetic acid ethyl ester C(C)OC(C(C=1C=NC=CC1)C1=C(C2=C(NC(=N2)C(NC(=O)C=2N(N=CC2)CC)C2CCCCCCC2)C=C1)F)=O